C(C=C)OCCCO (3-hydroxypropyl) allyl ether